sulfamoyl-triazole C1=NNN=C1S(=O)(=O)N